C(=O)(C=C)N1C[C@H](CC1)N1C=C(C2=C1C(NN=C2N)=O)I (S)-1-(1-Acrylpyrrolidin-3-yl)-4-amino-3-iodo-1,6-dihydro-7H-pyrrolo[2,3-d]pyridazin-7-one